FC(OC1=CC=C(C=C1)C1=CN=C(S1)C=O)(F)F 5-(4-trifluoromethoxyphenyl)thiazole-2-carbaldehyde